O=C1N(CCC(N1)=O)C=1C(=C2C(=CN(C2=CC1)C1CCN(CC1)C(=O)OC(C)(C)C)C)F tert-Butyl 4-(5-(2,4-dioxotetrahydropyrimidin-1(2H)-yl)-4-fluoro-3-methyl-1H-indol-1-yl)piperidine-1-carboxylate